5-amino-N-(3-chloro-4-fluorophenyl)-3-(5-hydroxy-5-phenyl-octahydropentalen-2-yl)-1-methyl-1H-pyrazole-4-carboxamide NC1=C(C(=NN1C)C1CC2CC(CC2C1)(C1=CC=CC=C1)O)C(=O)NC1=CC(=C(C=C1)F)Cl